(3E)-11-iodo-3-undecene-1-ol ICCCCCCC/C=C/CCO